CNC=1N=CC(=C2C=C(N=CC12)NC(=O)C1CC1)N1N=CC=C1 N-(8-(methylamino)-5-(1H-pyrazol-1-yl)-2,7-naphthyridin-3-yl)cyclopropanecarboxamide